C(C)S(=O)(=O)C1=CC(=C(OC2CC(C2)OC2CC3(C2)CCN(CC3)C(=O)OC(C)(C)C)C=C1)C=1C3=C(C(N(C1)C)=O)N(C=C3)S(=O)(=O)C3=CC=C(C=C3)C tert-butyl 2-[3-[4-ethylsulfonyl-2-[6-methyl-7-oxo-1-(p-tolylsulfonyl)pyrrolo[2,3-c]pyridin-4-yl]phenoxy]cyclobutoxy]-7-azaspiro[3.5]nonane-7-carboxylate